(6-methyl-3-(2H-1,2,3-triazol-2-yl)pyridin-2-yl)((1S,4R,6R)-6-((6-(trifluoromethyl)pyridazin-3-yl)oxy)-2-azabicyclo[2.2.1]heptan-2-yl)methanone CC1=CC=C(C(=N1)C(=O)N1[C@@H]2[C@@H](C[C@H](C1)C2)OC=2N=NC(=CC2)C(F)(F)F)N2N=CC=N2